OC1(COCC1)C#CC1=CC2=C(OC[C@@H](C(N2C)=O)NC(C(=O)NCCC2=CC=CC=C2)=O)C=C1 N1-((3S)-7-((3-hydroxytetrahydrofuran-3-yl)ethynyl)-5-methyl-4-oxo-2,3,4,5-tetrahydrobenzo[b][1,4]oxazepin-3-yl)-N2-phenethyloxalamide